tert-butyl (R)-4-(3-hydroxypropyl)-3-(trifluoromethyl)piperazine-1-carboxylate OCCCN1[C@H](CN(CC1)C(=O)OC(C)(C)C)C(F)(F)F